C1(=CC=CC=C1)NC1OC(=S)C2=CC=CC=C12 phenylaminothiophthalide